The molecule is a member of quinolines, a carbamate ester and a member of (trifluoromethyl)benzenes. It has a role as an anticholesteremic drug and a CETP inhibitor. CC[C@@H]1C[C@@H](C2=C(N1C(=O)OCC)C=CC(=C2)C(F)(F)F)N(CC3=CC(=CC(=C3)C(F)(F)F)C(F)(F)F)C(=O)OC